Tetratetracontane CCCCCCCCCCCCCCCCCCCCCCCCCCCCCCCCCCCCCCCCCCCC